COCCOCCOC1=C(C(=O)O)C=CC=C1 2-(2-(2-methoxyethoxy)ethoxy)benzoic acid